bis[(3-glycidoxypropyl)]dimethoxysilane tert-Butyl-3-(1-isopropyl-4-(trifluoromethyl)-2-vinyl-1H-imidazole-5-carboxamido)azetidine-1-carboxylate C(C)(C)(C)OC(=O)N1CC(C1)NC(=O)C1=C(N=C(N1C(C)C)C=C)C(F)(F)F.C(C1CO1)OCCC[Si](OC)(OC)CCCOCC1CO1